5-(((3s,4r)-1-((2,4-dichlorophenyl)sulfonyl)-4-hydroxy-4-(hydroxymethyl)pyrrolidin-3-yl)oxy)-pyridine-2-carbonitrile ClC1=C(C=CC(=C1)Cl)S(=O)(=O)N1C[C@@H]([C@@](C1)(CO)O)OC=1C=CC(=NC1)C#N